dimyristylmethyl-ammonium chloride [Cl-].C(CCCCCCCCCCCCC)[NH+](C)CCCCCCCCCCCCCC